[F].C(C=C)(=O)N acrylamide fluorine